N-(2,4-difluoro-3-(5-(3-methoxyphenyl)-1H-pyrrolo[2,3-b]pyridine-3-carbonyl)phenyl)propane-1-sulfonamide FC1=C(C=CC(=C1C(=O)C1=CNC2=NC=C(C=C21)C2=CC(=CC=C2)OC)F)NS(=O)(=O)CCC